N1C=C(C=2C1=NC=CC2)C=2SC(=CN2)C=2C=C(C=CC2)[C@]2(C(N(CC2)C)=O)O (R,S)-3-(3-(2-(1H-Pyrrolo[2,3-b]pyridin-3-yl)thiazol-5-yl)phenyl)-3-hydroxy-1-methylpyrrolidin-2-one